butyl 6-((4-amino-3-(5-((tert-butyldimethylsilyl)oxy)-1H-indol-2-yl)-1H-pyrazolo[3,4-d]pyrimidin-1-yl)methyl)-3,4-dihydroisoquinoline-2(1H)-carboxylate NC1=C2C(=NC=N1)N(N=C2C=2NC1=CC=C(C=C1C2)O[Si](C)(C)C(C)(C)C)CC=2C=C1CCN(CC1=CC2)C(=O)OCCCC